N[C@](COC=1C(=CC(=NC1)C1=CC(=NC=C1)NC(OC)=O)C(F)F)(CC(C)C)CF (S)-methyl (5-((2-amino-2-(fluoromethyl)-4-methylpentyl)oxy)-4-(difluoromethyl)-[2,4'-bipyridin]-2'-yl)carbamate